FC1=CC=C2C(N(N=C(C2=C1)C(=O)N1CCN(CC1)C=1C=NC=C(C#N)C1)C)=O 5-(4-(7-fluoro-3-methyl-4-oxo-3,4-dihydrophthalazine-1-carbonyl)piperazin-1-yl)nicotinonitrile